C(N)(O[C@H]1C(N(C[C@@H](C1)F)C(=O)C=1C=C(C2=C(SC(=C2C)B2OC(C(O2)(C)C)(C)C)C1)OC)C(C)(C)C)=O tert-Butyl-((3R,5R)-5-fluoro-1-(4-methoxy-3-methyl-2-(4,4,5,5-tetramethyl-1,3,2-dioxaborolan-2-yl)benzo[b]thiophene-6-carbonyl)piperidin-3-yl) carbamate